FC=1C(=C(C=CC1)C1=CC=2N3CCN(C[C@@H]3CNC2N=N1)C(=O)C1CCC(CC1)CO)O [(10S)-4-(3-fluoro-2-hydroxyphenyl)-1,5,6,8,12-pentazatricyclo[8.4.0.02,7]tetradeca-2(7),3,5-trien-12-yl]-[4-(hydroxymethyl)cyclohexyl]methanone